C(C=C)(=O)N1C[C@H]([C@@H](C1)OCC1=CC=C(C=C1)C(F)(F)F)N1N=CC(=CC1=O)C=1C=NN(C1)C 2-(trans-1-acryloyl-4-((4-(trifluoromethyl)benzyl)oxy)pyrrolidin-3-yl)-5-(1-methyl-1H-pyrazol-4-yl)pyridazin-3(2H)-one